FC(C1=CC=C(C=C1)C=1N=C(N2C1C=CC=C2)C2C(C2)C(=O)O)(F)F 2-cis-2-(1-(4-(trifluoromethyl)phenyl)imidazo[1,5-a]pyridin-3-yl)cyclopropane-1-carboxylic acid